1-(3,3-dimethyl-cyclohexyl)-4-penten-1-one CC1(CC(CCC1)C(CCC=C)=O)C